C(C)OC(C(F)(F)C1=NC(=CC(=N1)N1CC2(C=3C=NC(=CC31)Cl)CC2)C)=O 2-(4-(6'-Chlorospiro[cyclopropane-1,3'-pyrrolo[3,2-c]pyridine]-1'(2'H)-yl)-6-methylpyrimidin-2-yl)-2,2-difluoroacetic acid ethyl ester